C(#N)C=1C(=C(SC1)NC(CN1C(CCC2=CC=CC=C12)=O)=O)C(=O)OC Methyl 4-cyano-2-(2-(2-oxo-3,4-dihydroquinolin-1(2H)-yl)acetamido)thiophene-3-carboxylate